(R)-8-(benzyloxy)-4-methyl-4,5-dihydro-isoxazolo[5,4-c]pyrazolo[1,5-a]pyridine-3-carboxylic acid ethyl ester C(C)OC(=O)C1=NOC=2C=3N(C[C@@H](C21)C)N=C(C3)OCC3=CC=CC=C3